N-[3-[4-[4-[4-[(2,6-dioxo-3-piperidyl)amino]phenyl]piperazin-1-yl]butanoylamino]propyl]-5-[rac-(2R)-2-(2,5-difluorophenyl)pyrrolidin-1-yl]pyrazolo[1,5-a]pyrimidine-3-carboxamide O=C1NC(CCC1NC1=CC=C(C=C1)N1CCN(CC1)CCCC(=O)NCCCNC(=O)C=1C=NN2C1N=C(C=C2)N2[C@H](CCC2)C2=C(C=CC(=C2)F)F)=O |r|